acryl ketone C(=O)(C=C)C(=O)C(=O)C=C